C(CCC)C(C(=O)O)S butyl-thioglycolic acid